6-bromo-N-((1R)-1-(3-(2-cyclopropyl-1,1-difluoro-2-((triethylsilyl)oxy)propyl)-2-fluorophenyl)ethyl)-2-methylpyrido[3,4-d]pyrimidin-4-amine BrC1=CC2=C(N=C(N=C2N[C@H](C)C2=C(C(=CC=C2)C(C(C)(O[Si](CC)(CC)CC)C2CC2)(F)F)F)C)C=N1